FC1=CC2=C(C=C1)C=1N(CC23C(OC(C3)C)=O)C3=C(N1)C=CC=C3 3-fluoro-5'-methyl-4',5'-dihydro-2'H,6H-spiro[benzo[4,5]imidazo[2,1-a]isoquinoline-5,3'-furan]-2'-one